ClC1=C(C=CC2=C1C(=N[C@H](C=1N2N=C(N1)C(=O)NCC)C)C1=C(C=CC=C1F)F)Cl (4S)-7,8-dichloro-6-(2,6-difluorophenyl)-N-ethyl-4-methyl-4H-[1,2,4]triazolo[1,5-a][1,4]benzodiazepine-2-Carboxamide